ClC=1C=C(O[C@@H]2C[C@H](C2)C(=O)O)C=CC1 trans-3-(3-chlorophenoxy)cyclobutane-1-carboxylic acid